BrC(C(=O)OC1=CC=C(C2=CC=CC=C12)OC(C(C)(C)Br)=O)(C)C naphthalene-1,4-diyl bis(2-bromo-2-methylpropanoate)